[4-(6-amino-5-chloro-pyrimidin-4-yl)oxy-3-fluoro-phenyl]-1-(3-methoxy-2-pyridinyl)-5-(trifluoromethyl)pyrazole-4-carboxamide NC1=C(C(=NC=N1)OC1=C(C=C(C=C1)C1=NN(C(=C1C(=O)N)C(F)(F)F)C1=NC=CC=C1OC)F)Cl